ethyl 6-((6-cyano-5-(trifluoromethyl)pyridin-3-yl)amino)-5-hydroxy-5-methyl-6-oxohexanoate C(#N)C1=C(C=C(C=N1)NC(C(CCCC(=O)OCC)(C)O)=O)C(F)(F)F